3-Hydroxy-1-(4-methoxyphenyl)-2-methylpropan-1-one OCC(C(=O)C1=CC=C(C=C1)OC)C